3-methyl-N-[7-methyl-[1,2,4]triazolo[1,5-a]pyridin-6-yl]-1-[(1R,3R,5S)-8-oxabicyclo[3.2.1]octan-3-yl]pyrazolo[3,4-d]pyrimidin-6-amine CC1=NN(C2=NC(=NC=C21)NC=2C(=CC=1N(C2)N=CN1)C)C1C[C@H]2CC[C@@H](C1)O2